6-bromo-1-cyclopropyl-1H-benzo[d][1,2,3]triazole BrC=1C=CC2=C(N(N=N2)C2CC2)C1